difluorocyano-indene FC1=C(C(C2=CC=CC=C12)C#N)F